(2R,3S,4R,5R)-3-(benzyloxy)-5-((benzyloxy)methyl)-4-fluorotetrahydrofuran-2-carboxylic acid C(C1=CC=CC=C1)O[C@H]1[C@@H](O[C@@H]([C@H]1F)COCC1=CC=CC=C1)C(=O)O